2-[[1-(3-ethoxy-2-fluorophenyl)-5-isobutylpyrazol-3-yl]amino]-5-(thiophen-2-yl)nicotinic acid C(C)OC=1C(=C(C=CC1)N1N=C(C=C1CC(C)C)NC1=C(C(=O)O)C=C(C=N1)C=1SC=CC1)F